OC1(CC1)C(=O)N1CC(C1)N1N=CC(=C1)C=1N=C(C=2N(C1)N=CC2)C=2C=NN(C2)C(CC)CC (1-hydroxycyclopropyl)(3-(4-(4-(1-(pent-3-yl)-1H-pyrazol-4-yl)pyrazolo[1,5-a]pyrazin-6-yl)-1H-pyrazol-1-yl)azetidin-1-yl)methanone